3-(1-tert-butoxycarbonyl-3,6-dihydro-2H-pyridin-4-yl)-7-methyl-1H-indole-2-carboxylic acid C(C)(C)(C)OC(=O)N1CCC(=CC1)C1=C(NC2=C(C=CC=C12)C)C(=O)O